C(C)(C)(C)C=1C=C(C=C(C1)C(C)(C)C)O 3,5-Di-tert-butylphenol